C[C@H](CC=C)OC1=C(C=CC(=N1)C(=O)O)C(F)(F)F 6-[(1R)-1-methylbut-3-enoxy]-5-(trifluoromethyl)pyridine-2-carboxylic acid